2-[4-[(2R,5S)-5-methyl-2-piperidyl]phenyl]thiazole C[C@H]1CC[C@@H](NC1)C1=CC=C(C=C1)C=1SC=CN1